2,2'-[Methylenebis(2,1-phenyleneoxymethylene)]dioxirane C(C1=C(C=CC=C1)OCC1OC1)C1=C(C=CC=C1)OCC1OC1